FC(C=1C(=C(C=CC1)[C@@H](C)NC=1C2=C(N=C(N1)C)C=NC(=C2)N2CC1(C2)CCN(CC1)C(=O)OC(C)(C)C)F)F tert-butyl 2-[4-({(1R)-1-[3-(difluoromethyl)-2-fluorophenyl]ethyl}amino)-2-methylpyrido[3,4-d]pyrimidin-6-yl]-2,7-diazaspiro[3.5]nonane-7-carboxylate